(6-[4-Ethoxy-5-(1H-tetrazol-5-yl)-thiophen-2-yl]-pyrimidin-4-yl)[2-(7-fluoro-4-methoxy-2-methyl-indol-1-yl)-ethyl]-amine C(C)OC=1C=C(SC1C1=NN=NN1)C1=CC(=NC=N1)NCCN1C(=CC2=C(C=CC(=C12)F)OC)C